ClC1=C(C(=O)NC)C=CC(=C1)NC=1C=2N(C=CN1)C(=CN2)C=2C(=NNC2)C(F)(F)F 2-chloro-N-methyl-4-[[3-[3-(trifluoromethyl)-1H-pyrazol-4-yl]imidazo[1,2-a]pyrazin-8-yl]amino]benzamide